C1=CC=CC=2C3=CC=CC=C3C(C12)COC(=O)C(=O)Cl 9-fluorenylmethoxycarbonyl-carbonyl chloride